7-methoxy-5-benzofuranpropanol COC1=C2C(=CC(=C1)CCCO)C=CO2